3-methyl 3-allylpyrrolidine-1,3-dicarboxylate C(C=C)C1(CN(CC1)C(=O)[O-])C(=O)OC